6-(1-((5-chloro-1,3-dimethyl-1H-pyrazol-4-yl)sulfonyl)piperidin-4-yl)-8-fluoro-7-methyl-[1,2,4]triazolo[1,5-a]pyridine ClC1=C(C(=NN1C)C)S(=O)(=O)N1CCC(CC1)C=1C(=C(C=2N(C1)N=CN2)F)C